N-((5-chloro-6-((4-methyloxazol-2-yl)methoxy)-1H-indol-2-yl)methyl)-1-methylcyclopropane-1-carboxamide ClC=1C=C2C=C(NC2=CC1OCC=1OC=C(N1)C)CNC(=O)C1(CC1)C